1-(furan-2-carbonyl)piperidin O1C(=CC=C1)C(=O)N1CCCCC1